C1=CC=CC=2S(C3=C(C21)C=CC=C3)(=O)=O Dibenzothiophene 5,5-dioxide